N1=C(C=CC=C1)SCC(=O)O 2-(2-pyridylthio)acetic acid